N-isopropyl-N-ethyl-amine C(C)(C)NCC